(Z)-6-nonenealdehyde C(CCCC\C=C/CC)=O